tert-butyl (2R,3S,4aR,7aR)-2-[4-(cyclopentylamino)phenyl]-2,3,4,4a,5,6,7,7a-octahydro-1H-cyclopenta[b]pyridine-3-carboxylate C1(CCCC1)NC1=CC=C(C=C1)[C@H]1[C@H](C[C@@H]2[C@H](N1)CCC2)C(=O)OC(C)(C)C